5-(difluoro(phenyl)methyl)-3-((isoquinoline-1-carboxamido)methyl)-4,5-dihydroisoxazole FC(C1CC(=NO1)CNC(=O)C1=NC=CC2=CC=CC=C12)(C1=CC=CC=C1)F